(3R,4R)-4-((5-chloro-4-(8-fluoro-2,3-dimethyl-3,4-dihydro-5-oxa-1,2a-diazaacenaphthylen-6-yl)pyrimidin-2-yl)amino)-1-(methanesulfonyl)piperidin-3-ol ClC=1C(=NC(=NC1)N[C@H]1[C@@H](CN(CC1)S(=O)(=O)C)O)C1=C2OCC(N3C(=NC(C(=C1)F)=C32)C)C